(4-methylpiperazin-1-yl)cyclobutane CN1CCN(CC1)C1CCC1